C(C1=CC=CC=C1)OC(NCCCC(COC1=C(C(=CC(=C1)C(N)=O)[N+](=O)[O-])Cl)N(C(O)=O)C(C)(C)C)=O tert-butyl-(5-(5-carbamoyl-2-chloro-3-nitrophenoxy)pentane-1,4-diyl)di-carbamic acid benzyl ester